7-cyano-5-((1,5-dihydroxypentan-3-yl)amino)-2,6-naphthyridine C(#N)C1=NC(=C2C=CN=CC2=C1)NC(CCO)CCO